3-(3,4-difluoro-2-methoxy-phenoxy)-5-methyl-N-(tetrazolo[1,5-a]pyridin-7-yl)-6-(trifluoromethyl)pyridazine-4-carboxamide FC=1C(=C(OC=2N=NC(=C(C2C(=O)NC2=CC=3N(C=C2)N=NN3)C)C(F)(F)F)C=CC1F)OC